N-(4-chlorophenyl)-3-{[2-(4-chlorophenyl)-imidazo[1,2-a]pyrimidin-3-yl]methyl}-N-isopropyl-3,8-diazabicyclo[3.2.1]octane-8-carboxamide ClC1=CC=C(C=C1)N(C(=O)N1C2CN(CC1CC2)CC2=C(N=C1N2C=CC=N1)C1=CC=C(C=C1)Cl)C(C)C